COC1=CC=C(CN(C2=CC(=NC(=C2)C)C2=C(C=C3C(=NC(=NC3=C2F)F)N2CCN(CC2)C(=O)OC(C)(C)C)Cl)CC2=CC=C(C=C2)OC)C=C1 tert-butyl 4-(7-(4-(bis(4-methoxybenzyl)amino)-6-methylpyridin-2-yl)-6-chloro-2,8-difluoroquinazolin-4-yl)piperazine-1-carboxylate